CS(=O)(=O)NC1C(N(CCC1)C(=O)OC)COC1CCC(CC1)C1=CC=CC=C1 methyl 3-((methylsulfonyl)amino)-2-(((4-phenyl-cyclohexyl)oxy)methyl)piperidine-1-carboxylate